2-(2-(Benzyloxy)-5-(phenylamino)pyridin-3-yl)benzonitrile C(C1=CC=CC=C1)OC1=NC=C(C=C1C1=C(C#N)C=CC=C1)NC1=CC=CC=C1